FCC(OCCOCCF)(F)F 1,2,2-trifluoro-2-(2-(2-fluoroethoxy)ethoxy)ethane